C[Si](CCOCN1C(=NC2=C1C=CC=C2)OCCN2CCOCC2)(C)C 4-(2-((1-((2-(trimethylsilyl)ethoxy)methyl)-1H-benzo[d]imidazol-2-yl)oxy)ethyl)morpholine